O[C@@]1(C=CC(=O)O1)CCCCCC(C(C)O)C (4S)-4,11-dihydroxy-10-methyl-dodec-2-en-1,4-olide